Dimethyl 2,2'-(ethane-1,2-diylbis(5-carbamoyl-1H-benzo[d]imidazole-1,2-diyl))dibenzoate C(CN1C(=NC2=C1C=CC(=C2)C(N)=O)C2=C(C(=O)OC)C=CC=C2)N2C(=NC1=C2C=CC(=C1)C(N)=O)C1=C(C(=O)OC)C=CC=C1